C(CCC)N(CCCC)C(C(=O)N(CCCC)CCCC)C dibutylamino-N,N-dibutylpropionamide